Barium Sulfate S(=O)(=O)([O-])[O-].[Ba+2]